2-(4-((2-(2-(2-(2-aminoethoxy)ethoxy)ethoxy)ethyl)amino)phenyl)benzo[d]thiazol-6-ol NCCOCCOCCOCCNC1=CC=C(C=C1)C=1SC2=C(N1)C=CC(=C2)O